8-[(2,5-difluoro-4-methylphenyl)methyl]-3-(methylsulfanyl)imidazo[1,2-a]pyrazine-6-carboximidamide FC1=C(C=C(C(=C1)C)F)CC=1C=2N(C=C(N1)C(N)=N)C(=CN2)SC